BrC1=CC=CC2=C1CCCN(C2)C(C=C)=O 1-(6-bromo-1,3,4,5-tetrahydro-2-benzazepin-2-yl)prop-2-en-1-one